ClC1=C(OCCSCC2=CNC(O2)=O)C=C(C=C1)Cl 5-[(2,5-Dichlorophenoxyethylthio)methyl]oxazol-2(3H)-one